N1=C(C=CC(=C1)CO)C1=NC=C(C=C1)CO bipyridine-5,5'-dimethanol